1-Methyl-N-(4-(4-(trifluoromethyl)piperidin-1-yl)phenyl)-1H-benzo[d][1,2,3]triazol-5-amine CN1N=NC2=C1C=CC(=C2)NC2=CC=C(C=C2)N2CCC(CC2)C(F)(F)F